COC1=CC=C(C=C1)N1C=2N(C(C=C1NC1=NC=CC=C1)=O)N=C(C2C2=CC=CC=C2)C2=NC=CC=C2 (4-methoxyphenyl)-3-phenyl-2-(pyridin-2-yl)-5-(pyridin-2-ylamino)pyrazolo[1,5-a]Pyrimidin-7(4H)-one